tert-Butyl N-[[1-[2-chloro-6-(diethoxymethyl)pyrrolo[2,3-d]pyrimidin-7-yl]cyclopentyl]methyl]carbamate ClC=1N=CC2=C(N1)N(C(=C2)C(OCC)OCC)C2(CCCC2)CNC(OC(C)(C)C)=O